tert-butyl N-[7-isopropyl-4-oxo-5-[2-oxo-2-(pyrimidin-2-ylamino)ethyl]furo[2,3-d]pyridazin-2-yl]-N-methylcarbamate C(C)(C)C1=NN(C(C2=C1OC(=C2)N(C(OC(C)(C)C)=O)C)=O)CC(NC2=NC=CC=N2)=O